tert-butyl D-alaninate N[C@H](C)C(=O)OC(C)(C)C